FC1(CCN(CC1)CC1=CC=C(CNC2=CC=C(C=C2)NC2C(NC(CC2)=O)=O)C=C1)F 3-((4-((4-((4,4-difluoropiperidin-1-yl)methyl)benzyl)amino)phenyl)amino)piperidine-2,6-dione